propan-2-yl-1,1,1,3,3,3-d6 4-methylbenzenesulfonate CC1=CC=C(C=C1)S(=O)(=O)OC(C([2H])([2H])[2H])C([2H])([2H])[2H]